F[C@@H]1CN(CC[C@@H]1NC1=CC=CC=2C(=C(OC21)C#CC)CC(F)(F)F)C 3-(7-(((3R,4S)-3-fluoro-1-methylpiperidin-4-yl)amino)-3-(2,2,2-trifluoroethyl)benzofuran-2-yl)prop-2-yn